N1(C=NC=C1)C1=NC=C(C(=C1)O)C1=NC=C(N=C1)/C=C\1/C[C@@]2(CCC[C@H](C1)N2)C 2-(1H-imidazol-1-yl)-5-(5-((E)-((1S,5R)-1-methyl-9-azabicyclo[3.3.1]nonan-3-ylidene)methyl)pyrazin-2-yl)pyridin-4-ol